6,7-Dihydro-5H-pyrrolo[1,2-a]imidazole-2-carbaldehyde N1=C2N(C=C1C=O)CCC2